2-amino-6-((4-(aminomethyl)benzyl)thio)-4-ethoxypyridine-3,5-dicarbonitrile hydrochloride Cl.NC1=NC(=C(C(=C1C#N)OCC)C#N)SCC1=CC=C(C=C1)CN